N-ethyl-6-(3-isopropyl-5-(piperidin-4-yl)-1H-indol-2-yl)-[1,2,4]triazolo[1,5-a]pyridin-8-amine C(C)NC=1C=2N(C=C(C1)C=1NC3=CC=C(C=C3C1C(C)C)C1CCNCC1)N=CN2